C(CCCCCCCCC)(=O)OOC(CCCCCCCCC)=O decanoyl peroxide